NOCC(C)N1CCCC2=C1C=NN(C2=O)COCC[Si](C)(C)C 1-(1-(aminooxy)propan-2-yl)-6-((2-(trimethylsilyl)ethoxy)methyl)-1,2,3,4-tetrahydropyrido(2,3-d)pyridazin-5(6H)-one